C1=CC=CC=2C3=CC=CC=C3C(=CC12)C1=CC=C(C=C1)OB(O)O (4-(phenanthren-9-yl)phenyl)boric acid